FC=1C=C(NCC2=NC=C(C=C2)C#C[Si](C)(C)C)C=CC1 3-fluoro-N-((5-((trimethylsilyl)ethynyl)pyridin-2-yl)methyl)aniline